COC(=O)C1=C(C=CC=C1F)B(O)O 2-METHOXYCARBONYL-3-FLUOROPHENYLBORONIC ACID